tert-butyl ((3-methyl-1,1-dioxido-1,2,5-thiadiazolidin-3-yl)methyl)carbamate CC1(NS(NC1)(=O)=O)CNC(OC(C)(C)C)=O